4-Amino-8-(5-methoxy-3-pyridyl)-2-oxo-N-propyl-1H-quinoline-3-carboxamide NC1=C(C(NC2=C(C=CC=C12)C=1C=NC=C(C1)OC)=O)C(=O)NCCC